C1=CC=CC=2OC3=CC=CC=C3C(C12)P(O)(=O)O Xanthene-9-phosphonic acid